N=1C=C(N2C1C=CC=C2)C(=O)N2[C@@H](C1=C(CC2)C(=CS1)C(=O)NC1=CC(=CC(=C1)C(F)(F)F)N1C=NC(=C1)C)C (R)-6-(Imidazo[1,2-a]pyridin-3-carbonyl)-7-methyl-N-(3-(4-methyl-1H-imidazol-1-yl)-5-(trifluoromethyl)phenyl)-4,5,6,7-tetrahydrothieno[2,3-c]pyridin-3-carboxamid